2-(4-cyclopropyl-2,6-dimethyl-phenyl)-5-pyrrolidin-1-yl-6H-triazolo[4,5-d]pyrimidine-7-thione C1(CC1)C1=CC(=C(C(=C1)C)N1N=C2C(N=C(NC2=S)N2CCCC2)=N1)C